C(=C)C1=C(C=CC=C1)C1(C2=CC=CC=C2C=2C=CC=CC12)C1=C(C=CC=C1)C=C 9,9-bis-(2-vinylphenyl)-9H-fluorene